2-(2-chloro-6-methylphenyl)quinazolin-4(3H)-one ClC1=C(C(=CC=C1)C)C1=NC2=CC=CC=C2C(N1)=O